N1=CC=CC2=CC=CC(=C12)NC(CC1CC(CC1)C)=O N-(quinolin-8-yl)-2-(3-methylcyclopentyl)acetamide